N-((4-(((Z)-5-((Z)-7-bromo-2-oxoindolin-3-ylidene)-4-oxo-3-phenylthiazolidin-2-ylidene)amino)phenyl)sulfonyl)acetamide BrC=1C=CC=C2/C(/C(NC12)=O)=C/1\C(N(/C(/S1)=N/C1=CC=C(C=C1)S(=O)(=O)NC(C)=O)C1=CC=CC=C1)=O